FC=1C=C(C=C(C1)F)C1=C(N=C(O1)C)C(=O)OC methyl 5-(3,5-difluorophenyl)-2-methyl-1,3-oxazole-4-carboxylate